ClC=1C(=NC=CC1C1=NC(=C(C=C1)CNC[C@@H]1CCC(N1)=O)OC)C1=C(C(=CC=C1)NC1=NC=CC(=C1F)CNCCO)OC (S)-5-((((3'-chloro-2'-(3-((3-fluoro-4-(((2-hydroxyethyl)amino)methyl)pyridin-2-yl)amino)-2-methoxyphenyl)-6-methoxy-[2,4'-bipyridin]-5-yl)methyl)amino)methyl)pyrrolidin-2-one